C(C)(C)(C)OC(=O)N1[C@H](CN(C[C@@H]1C)C1=C2C=NC(=NC2=C(C=C1)C(=O)O)OCC1OCCC1)C 5-[(3S,5S)-4-tert-butoxycarbonyl-3,5-dimethyl-piperazin-1-yl]-2-(tetrahydrofuran-2-ylmethoxy)quinazoline-8-carboxylic acid